3-oxo-9-(7-nitro-1-tetralone) hydrazone O=C1CC(C2=CC(=CC=C2C1)[N+](=O)[O-])=NN